C1=CC(=CC=2OC3=C(C21)C=CC=C3)NN3C=NC2=C3C=CC=C2C#N 1-(dibenzo[b,d]furan-3-ylamino)-1H-benzo[d]imidazole-4-carbonitrile